methyl (2S,4R)-1-((4-(difluoro(phenyl)methyl)benzoyl)glycyl)-4-(methylthio)pyrrolidine-2-carboxylate FC(C1=CC=C(C(=O)NCC(=O)N2[C@@H](C[C@H](C2)SC)C(=O)OC)C=C1)(C1=CC=CC=C1)F